COC1=C(C=CC(=C1)OC)CNC1=NC=CC2=C1C(=NN2)I N-[(2,4-Dimethoxyphenyl)methyl]-3-iodo-1H-pyrazolo[4,3-c]pyridin-4-amine